9-(2-(2-aminoethoxy)ethoxy)-9-oxononanoic acid-d5 NCCOCCOC(CCCCC(C(C(C(=O)O)([2H])[2H])([2H])[2H])[2H])=O